5-chloro-1,8-dimethyl-3-(4-piperidyl)pyrido[2,3-d]pyridazin-2-one ClC1=C2C(=C(N=N1)C)N(C(C(=C2)C2CCNCC2)=O)C